ClC1=CC=C2C(=N1)N=C(S2)N 5-chlorothiazolo[4,5-b]pyridin-2-amine